2,6-dianthracenylphenol C1(=CC=CC2=CC3=CC=CC=C3C=C12)C1=C(C(=CC=C1)C1=CC=CC2=CC3=CC=CC=C3C=C12)O